(R)-3-((3-(8-aminopyrido[3,4-d]pyrimidin-2-yl)-4-methylphenyl)ethynyl)-3-hydroxy-1-methylpyrrolidin-2-one trifluoroacetate FC(C(=O)O)(F)F.NC1=NC=CC2=C1N=C(N=C2)C=2C=C(C=CC2C)C#C[C@]2(C(N(CC2)C)=O)O